(2R,4S)-2-(2-(4-Aminobutoxy)-5-fluoropyridin-3-yl)-4-fluoropyrrolidine-1-carboxylic acid tert-butyl ester C(C)(C)(C)OC(=O)N1[C@H](C[C@@H](C1)F)C=1C(=NC=C(C1)F)OCCCCN